ClC1=C2C=NNC2=CC=C1NC1=NN(C=C1C)C1=CC(=C(C(=O)NC2=NC=NC=C2)C=C1)OC 4-[3-[(4-chloro-1H-indazol-5-yl)amino]-4-methyl-pyrazol-1-yl]-2-methoxy-N-pyrimidin-4-yl-benzamide